3-chloro-1-propanethiol ClCCCS